FC(C1C[C@H](NC1)C(=O)N)(F)F 4-(trifluoromethyl)-L-prolinamide